C(C=CCCCCCCCCCCCCCCCCCCC)(=O)O.C(C=CCCCCCCCCCCCCCCCCCCC)(=O)O.CN(CCO)CCO methyldiethanolamine bisdocosenoate